CN(C=1C(=CC=CC1)NC1C2=C(C=3N(CC1)N=NC3C)C=CC(=C2)C=2C=NN(C2)C)C N1,N1-dimethyl-N2-(1-methyl-9-(1-methyl-1H-pyrazol-4-yl)-6,7-dihydro-5H-benzo[c][1,2,3]triazolo[1,5-a]azepin-7-yl)benzene-1,2-diamine